CC=1C=C(OC1)[C@H]1N(OCC1)C(=O)C1CCN(CC1)C1=CC(=NC=N1)C(=O)N (S)-6-(4-(3-(4-methylfuran-2-yl)isoxazolidine-2-carbonyl)piperidin-1-yl)pyrimidine-4-carboxamide